[1-(8-cyano-quinolin-5-yl)-5-trifluoromethyl-piperidin-3-yl]-carbamic acid tert-butyl ester C(C)(C)(C)OC(NC1CN(CC(C1)C(F)(F)F)C1=C2C=CC=NC2=C(C=C1)C#N)=O